FC(C(=O)O)(F)F.N[C@@H]1CN(CC1)C1=C(C=C(C=C1)NC1=NC=2N(C(=C1)NC1CC1)N=CC2C#N)CS(=O)(=O)C (S)-5-((4-(3-aminopyrrolidin-1-yl)-3-((methylsulfonyl)methyl)phenyl)amino)-7-(cyclopropylamino)pyrazolo[1,5-a]pyrimidine-3-carbonitrile monotrifluoroacetic acid salt